propan-2-yl 1-[6-(5-chloro-2-fluorophenyl)-4-({2-[3-(4-methylpiperazin-1-yl)propan-amido]pyridin-4-yl}amino)-pyridazin-3-yl]azetidine-2-carboxylate ClC=1C=CC(=C(C1)C1=CC(=C(N=N1)N1C(CC1)C(=O)OC(C)C)NC1=CC(=NC=C1)NC(CCN1CCN(CC1)C)=O)F